N-Boc-2-(piperidin-2-yl)-2-(m-tolyl)acetic Acid C(=O)(OC(C)(C)C)N1C(CCCC1)C(C(=O)O)C=1C=C(C=CC1)C